N1CCC(CC1)OCC1CN(C1)C(=O)OC(C)(C)C tert-butyl 3-((piperidin-4-yloxy)methyl)azetidine-1-carboxylate